zinc diphenylphenol C1(=CC=CC=C1)C=1C(=C(C=CC1)O)C1=CC=CC=C1.[Zn]